Mercaptobutan-2-ol SCC(CC)O